BrC1=CC=C(C=C1)[C@H]1[C@@H]2CN(C[C@H](CCN2[C@@H]1C(C1=CC=CC=C1)(C1=CC=CC=C1)C1=CC=CC=C1)N(C)C)C(=O)NC1=CC=C(C=C1)OC (4S,8R,9R,10S)-9-(4-bromophenyl)-4-(dimethylamino)-N-(4-methoxyphenyl)-10-(trityl)-1,6-diazabicyclo[6.2.0]decane-6-carboxamide